ClCC(CO)OC1=CC=NC2=CC=C(C=C12)OCC12CCC(CC1)(CC2)OCC=2C(=NOC2C2CC2)C2=C(C=NC=C2Cl)Cl 4-((1-Chloro-3-hydroxypropan-2-yl)oxy)-6-((4-((5-cyclopropyl-3-(3,5-dichloropyridin-4-yl)isoxazol-4-yl)methoxy)bicyclo[2.2.2]octan-1-yl)methoxy)chinolin